5-(4-azidobutyl)-1,3,4-oxadiazole-2-thiol N(=[N+]=[N-])CCCCC1=NN=C(O1)S